CC1=CC=NN1C1=CC2=CC=C(C=C2C=C1)C(F)(F)F 5-methyl-1-[6-(trifluoromethyl)-2-naphthyl]pyrazol